FC1=CC=C(C=C1)C1NC(NC(=C1C(=O)NC=1C=C2C=NNC2=CC1)C)=O 4-(4-fluorophenyl)-N-(1H-indazol-5-yl)-6-methyl-2-oxo-3,4-dihydro-1H-pyrimidine-5-carboxamide